Nα-Fmoc-lysine C(=O)(OCC1C2=CC=CC=C2C2=CC=CC=C12)N[C@@H](CCCCN)C(=O)O